N-hydroxy-3-(3-(4-(pyridin-3-yl)phenyl)ureido)benzamide ONC(C1=CC(=CC=C1)NC(=O)NC1=CC=C(C=C1)C=1C=NC=CC1)=O